4-((2-hydroxypropionyl-1-13C)oxy)but-2-ynoic acid OC([13C](=O)OCC#CC(=O)O)C